CC1=NC(=CC(=C1)C1=C(C=CC=C1)C1=C(C(=NC(=C1N1C2=C(C3=CC=CC=C13)C=CN=C2)N2C1=C(C3=CC=CC=C23)C=CN=C1)N1C2=C(C3=CC=CC=C13)C=CN=C2)N2C1=C(C3=CC=CC=C23)C=CN=C1)C 9,9',9'',9'''-(4-(2-(2,6-dimethylpyridin-4-yl)phenyl)pyridine-2,3,5,6-tetrayl)tetrakis(9H-pyrido[3,4-b]indole)